N-(4-chloro-3-{6-oxo-4-[4-(piperidine-1-sulfonyl)phenyl]-1,6-dihydropyrimidin-2-yl}benzyl)isobutyramide ClC1=C(C=C(CNC(C(C)C)=O)C=C1)C=1NC(C=C(N1)C1=CC=C(C=C1)S(=O)(=O)N1CCCCC1)=O